2-acetyl-6-bromo-1'-methyl-2H-spiro[benzo[d]isothiazole-3,3'-pyrrolidine]-2',5'-dione 1,1-dioxide C(C)(=O)N1S(C2=C(C=CC(=C2)Br)C12C(N(C(C2)=O)C)=O)(=O)=O